C1(CC1)C=1C=NC(=NC1)C1=C(N(C=2N=CN=C(C21)N)C)C2=CCC1(CCNCC1)CC2 5-(5-cyclopropylpyrimidin-2-yl)-7-methyl-6-(3-azaspiro[5.5]undec-8-en-9-yl)-7H-pyrrolo[2,3-d]pyrimidin-4-amine